(3Z)-6-iodo-3-hexenylpropyloxymethyl ether ICCCCC=CCCCOCOCOCCCC=CCCCCI